(4-((S)-2-(2-fluoro-6-methoxypyridin-3-yl)propyl)-6-(((R)-1-hydroxy-4-methylpent-2-yl)amino)-1,3,5-triazin-2-yl)methanesulfonamide FC1=NC(=CC=C1[C@H](CC1=NC(=NC(=N1)N[C@@H](CO)CC(C)C)CS(=O)(=O)N)C)OC